Tert-butyl-1,7-naphthyridin-4-amine C(C)(C)(C)C1=NC2=CN=CC=C2C(=C1)N